[Ir].C1(=CC=CC=2C3=CC=CC=C3CC12)C1=NC2=C3C(=CC=C2C=C1)C=CC=C3 fluorenyl-benzoquinoline iridium